C1(CC1)C1=C(C=C2CCN(CC2=C1)CC)NC1=NC=C(C(=N1)C1=CC2=C(C(N(CCS2(=O)=O)C)=O)S1)C(F)(F)F 7-(2-((7-cyclopropyl-2-ethyl-1,2,3,4-tetrahydroisoquinolin-6-yl)amino)-5-(trifluoromethyl)pyrimidin-4-yl)-4-methyl-3,4-dihydrothieno[2,3-f][1,4]thiazepin-5(2H)-one 1,1-dioxide